OC1=CC(=C(C(=C1)C)N(C(C(=O)N)=O)C1=C(C=C(C=C1C)O)C)C N,N-bis(4-hydroxy-2,6-dimethylphenyl)ethanediamide